C(CCCCCCCCCCCCC)(=O)OCC(OC(CCCCCCCCCCCCCCCCCCCCC)=O)COP(=O)(O)OC[C@H](N)C(=O)O 1-tetradecanoyl-2-docosanoyl-glycero-3-phosphoserine